3-bromo-1-(2-chloropyridinyl)-1H-pyrazole-5-carboxylic acid BrC1=NN(C(=C1)C(=O)O)C=1C(=NC=CC1)Cl